C1(=CC=CC=C1)C1(C2=CC=CC=C2C=2C(=CC=CC12)C1=C(C=CC=C1)NC1=CC=2C(C3=CC=CC=C3C2C=C1)(C)C)C1=CC=CC=C1 N-(2-(9,9-diphenyl-9H-fluoren-4-yl)phenyl)-9,9-dimethyl-9H-fluoren-2-amine